4-amino-3-hydroxy-3-methylbicyclo[2.2.2]octan NC12C(CC(CC1)CC2)(C)O